FC1=CC=C(COC(=O)C2=CC=C3C=CN(C3=C2)CCOS(=O)(=O)C2=CC=C(C)C=C2)C=C1 1-(2-(tosyloxy)ethyl)-1H-indole-6-carboxylic acid 4-fluorobenzyl ester